O1N=C(C2=C1C=CC=C2)COC2=CC=CC(=N2)C2CCN(CC2)CC2=NC1=C(N2C[C@H]2OCC2)C=C(C=C1)C(=O)OC (S)-methyl 2-((4-(6-(benzo[d]isoxazol-3-ylmethoxy) pyridin-2-yl) piperidin-1-yl) methyl)-1-((oxetan-2-yl) methyl)-1H-benzo[d]imidazole-6-carboxylate